2-(2-(tert-butoxycarbonyl)-6-cyanoisoindolin-4-yl)-5-fluorobenzoic acid C(C)(C)(C)OC(=O)N1CC2=CC(=CC(=C2C1)C1=C(C(=O)O)C=C(C=C1)F)C#N